7-methyl-[1,2,4]triazolo[4,3-a]pyridine-6-amine CC1=CC=2N(C=C1N)C=NN2